4-(2-dimethylaminoethyl)-[1,3]-dioxolane aluminum-nickel [Ni].[Al].CN(CCC1OCOC1)C